(Phenyl)Methyl-5-Fluoro-6-[4-(1-Methylpiperidin-4-Yl)Phenyl]Quinazolin-4(3H)-One 2,2,2-Trifluoroacetate FC(C(=O)O)(F)F.C1(=CC=CC=C1)CC1=NC2=CC=C(C(=C2C(N1)=O)F)C1=CC=C(C=C1)C1CCN(CC1)C